(R)-(3-chloro-1-methyl-1H-1,2,4-triazol-5-yl)(4-(4-fluoropyrazolo[1,5-a]pyridin-2-yl)-6,7-dihydro-1H-imidazo[4,5-c]pyridin-5(4H)-yl)methanone ClC1=NN(C(=N1)C(=O)N1[C@H](C2=C(CC1)NC=N2)C2=NN1C(C(=CC=C1)F)=C2)C